1-(Azetidin-1-yl)-2-[6-[3-(1,1-difluoroethyl)phenyl]pyrazolo[4,3-b]pyridin-1-yl]ethanone N1(CCC1)C(CN1N=CC2=NC=C(C=C21)C2=CC(=CC=C2)C(C)(F)F)=O